N2-(4,6-diamino-1,3,5-triazin-2-yl)-1,3,5-triazine-2,4,6-triamine C1(=NC(=NC(=N1)NC2=NC(=NC(=N2)N)N)N)N